(1H-tetrazol-5-yl)boronic acid N1N=NN=C1B(O)O